4-((tert-butoxycarbonyl)amino)-5-((S)-2-oxopyrrolidin-3-yl)pent-2-enoate C(C)(C)(C)OC(=O)NC(C=CC(=O)[O-])C[C@H]1C(NCC1)=O